racemic-spiro[indoline-2,2'-thiophen]-3-one S1[C@@]2(CC=C1)NC1=CC=CC=C1C2=O |r|